monooctyl ether C(CCCCCCC)OCCCCCCCC